4,6-bis(biphenyl-4-yl)-2-[4'-(3-pyridyl)-5-(9-phenanthryl)biphenyl-3-yl]-1,3,5-triazine C1(=CC=C(C=C1)C1=NC(=NC(=N1)C1=CC=C(C=C1)C1=CC=CC=C1)C=1C=C(C=C(C1)C=1C2=CC=CC=C2C=2C=CC=CC2C1)C1=CC=C(C=C1)C=1C=NC=CC1)C1=CC=CC=C1